C(C1=CC=CC=C1)OC1=CC(=C(C=C1)NC(=O)C1=C(C=NN1C1CCN(CC1)C(=O)C1CCC1)Cl)C N-(4-(benzyloxy)-2-methylphenyl)-4-chloro-1-(1-(cyclobutanecarbonyl)piperidin-4-yl)-1H-pyrazole-5-carboxamide